BrC1=CC=C(C=C1)C1(COC1)N([S@](=O)C(C)(C)C)COCC[Si](C)(C)C |r| (±)-N-[3-(4-bromophenyl)oxetan-3-yl]-2-methyl-N-(2-trimethylsilylethoxymethyl)propane-2-sulfinamide